3-isobutyl-1,3-dihydro-2H-benzo[d]imidazol-2-one citrate C(CC(O)(C(=O)O)CC(=O)O)(=O)O.C(C(C)C)N1C(NC2=C1C=CC=C2)=O